COC1(C=C(C(C(C1)(C)C)=O)C#N)C=1SC(=C(N1)C)C1=NC=CC=C1 3-methoxy-5,5-dimethyl-3-[4-methyl-5-(pyridin-2-yl)-1,3-thiazol-2-yl]-6-oxocyclohex-1-ene-1-carbonitrile